8'-{6-[3-(Dimethylamino)propoxy]-5-[(dimethylsulfamoyl)amino]pyridin-3-yl}-6'-fluoro-3'-methyl-2',3'-dihydrospiro[cyclobutane-1,1'-pyrrolo[2,3-c]quinoline]-2'-one CN(CCCOC1=C(C=C(C=N1)C1=CC=2C3=C(C=NC2C(=C1)F)N(C(C31CCC1)=O)C)NS(N(C)C)(=O)=O)C